CN([C@@H]1CCC2CNCC21)C (4R)-cis-N,N-dimethyl-1,2,3,3a,4,5,6,6a-octahydrocyclopenta[c]pyrrol-4-amine